BrC=1C=C2C(=NN(C2=C(C1)C(F)(F)F)C1CC(C1)(O)C)OC (cis)-3-[5-bromo-3-methoxy-7-(trifluoromethyl)-1H-indazol-1-yl]-1-methylcyclobutanol